2-(3-(1-hydroxy-1-(4-methyl-4H-1,2,4-triazol-3-yl)propyl)phenyl)-6-(((1-methylcyclobutyl)amino)methyl)-4-(trifluoromethyl)isoindolin-1-one OC(CC)(C1=NN=CN1C)C=1C=C(C=CC1)N1C(C2=CC(=CC(=C2C1)C(F)(F)F)CNC1(CCC1)C)=O